FC=1C(=CC(=C(C(=O)O)C1)O[C@@H](C)C1=CC=CC=C1)N1N=C2N(C=CC=C2)C1=O 5-fluoro-4-(3-oxo[1,2,4]triazolo[4,3-a]pyridin-2(3H)-yl)-2-[(1S)-1-phenylethoxy]benzoic acid